C(#N)CCN1CCN(CC1)CC1=CC(=NC(=C1)NC=1SC(=CN1)C)N[C@@H]1CN(CCC1)C(=O)OC(C)(C)C t-Butyl (S)-3-((4-((4-(2-cyanoethyl)piperazin-1-yl)methyl)-6-((5-methylthiazol-2-yl)amino)pyridin-2-yl)amino)piperidine-1-carboxylate